C1(CCCCC1)C1=C(C=C(C=C1)C(F)(F)F)NS(=O)(=O)C=1C=C(C(=O)O)C=CC1CC 3-(N-(2-cyclohexyl-5-(trifluoromethyl)phenyl)sulfamoyl)-4-ethylbenzoic acid